5-(2,4-Dimethoxybenzyl)-1-(4-methoxyphenyl)pyrimidine-2,4,6(1H,3H,5H)-trione COC1=C(CC2C(NC(N(C2=O)C2=CC=C(C=C2)OC)=O)=O)C=CC(=C1)OC